2-(1-(4-(pyridin-3-yl)thiophen-2-yl)cyclopropyl)-5,6,7,8-tetrahydropyrido[4,3-d]pyrimidin-4(3H)-one N1=CC(=CC=C1)C=1C=C(SC1)C1(CC1)C=1NC(C2=C(N1)CCNC2)=O